(3-hydroxyphenyl)-5-(isoindolin-2-yl)-7-(1,3,5-trimethyl-1H-pyrazol-4-yl)pyrazolo[1,5-a]pyrimidine-2-carboxamide OC=1C=C(C=CC1)C=1C(=NN2C1N=C(C=C2C=2C(=NN(C2C)C)C)N2CC1=CC=CC=C1C2)C(=O)N